ClC=1C(=NC(=NC1)N1CCC(CC1)C1CN(CCC1)C(C(=O)O)C)N[C@H](C)C1=C(C=C(C=C1)Cl)Cl 2-(1'-(5-chloro-4-(((R)-1-(2,4-dichlorophenyl)ethyl)amino)pyrimidin-2-yl)-[3,4'-bipiperidin]-1-yl)propanoic acid